1-[2,6-dimethoxy-4-(4,4,5,5-tetramethyl-1,3,2-dioxaborolan-2-yl)phenyl]ethanone COC1=C(C(=CC(=C1)B1OC(C(O1)(C)C)(C)C)OC)C(C)=O